ClC=1C=C(C=CC1Cl)C=1N(C(=CC(C1C(=O)O)=O)CN1N=C(C=C1)C1=CC=C(C=C1)C)CC 2-(3,4-dichlorophenyl)-1-ethyl-4-oxo-6-[[3-(p-tolyl)pyrazol-1-yl]methyl]pyridine-3-carboxylic acid